ClC=1N=CC2=C(N1)C(=CN2C(C)C)N2CC(C1(CC1)CC2)(F)F 2-chloro-7-(4,4-difluoro-6-azaspiro[2.5]octan-6-yl)-5-isopropyl-5H-pyrrolo[3,2-d]pyrimidine